2-acryloylthiomethylthio-5-n-butylthio-1,3,4-thiadiazole C(C=C)(=O)SCSC=1SC(=NN1)SCCCC